O=C1NC(CCC1N1C(N(C2=C1C=CC(=C2)C#CCCCNC(OC(C)(C)C)=O)C)=O)=O Tert-butyl N-[5-[1-(2,6-dioxopiperidin-3-yl)-3-methyl-2-oxo-1,3-benzodiazol-5-yl]pent-4-yn-1-yl]carbamate